ClC=1C=C(C=C(C1C1C(NC(CC1)=O)=O)Cl)N1CC(C1)NC(OC(C)(C)C)=O tert-butyl (1-(3,5-dichloro-4-(2,6-dioxopiperidin-3-yl)phenyl)azetidin-3-yl)carbamate